FC(C1=CC=C(CN2C(C=3CN(CCC3C3=C2N=CN=C3)C(=O)OC(C)(C)C)=O)C=C1)(F)F tert-butyl 5-(4-(trifluoromethyl)benzyl)-6-oxo-5,7,9,10-tetrahydropyrimidino[4,5-c][2,7]naphthyridine-8(6H)-carboxylate